Cl.C[C@@H]1N(C2=CC=C(C=C2[C@@H]([C@H]1C)NC1=NC=C(N=C1)C)C1CCNCC1)C(C)=O |r| rac-1-((2S,3R,4R)-2,3-dimethyl-4-((5-methylpyrazin-2-yl)amino)-6-(piperidin-4-yl)-3,4-dihydroquinolin-1(2H)-yl)ethanone, hydrochloride